Cl.NC1(C(C(CCC1)(C)O)=O)C1=C(C(=CC=C1)F)F 2-amino-2-(2,3-difluorophenyl)-6-hydroxy-6-methylcyclohexane-1-one hydrochloride